CS(=O)(=O)N1C[C@H](CC1)NC1=CC=C(C=C1)[N+](=O)[O-] (S)-1-(methylsulfonyl)-N-(4-nitrophenyl)pyrrolidin-3-amine